ClC1=CC=C(C=C1)C1=C(C(=NC(=C1)C1=CC=CC=C1)N)C#N 4-(4-chlorophenyl)-6-phenyl-2-amino-3-cyanopyridine